C(C=C)OC[C@](C(=O)O)(C)N (S)-3-(allyloxy)-2-amino-2-Methylpropanoic acid